C(CCC)[C@H]1N(S(C2=C(N(C1)C1=CC=CC=C1)C=C(C(=C2)OC[C@@](C(=O)O)(C)OC)SC)(=O)=O)C (R)-3-(((R)-3-butyl-2-methyl-7-(methylthio)-1,1-dioxido-5-phenyl-2,3,4,5-tetrahydro-1,2,5-benzothiadiazepin-8-yl)oxy)-2-methoxy-2-methylpropanoic acid